ONC(CCCCCCC1=NC2=CC=C(C=C2C(N1)=O)C)=O N-hydroxy-7-(6-methyl-4-oxo-3,4-dihydroquinazolin-2-yl)heptanamide